(M)-7-[2-(Difluoromethyl)phenyl]-4-[(2S,5R)-2,5-dimethyl-4-prop-2-enoyl-piperazin-1-yl]-6-fluoro-1-(2-isopropyl-4-methyl-3-pyridyl)pyrido[2,3-d]pyrimidin-2-one FC(C1=C(C=CC=C1)C=1C(=CC2=C(N(C(N=C2N2[C@H](CN([C@@H](C2)C)C(C=C)=O)C)=O)C=2C(=NC=CC2C)C(C)C)N1)F)F